BrC1=C(C=C2C(=NN(C(C2=C1)=O)CC(=O)NC1=NC=NC=C1F)C(C)C)F 2-(7-bromo-6-fluoro-1-oxo-4-prop-2-ylphthalazin-2-yl)-N-(5-fluoropyrimidin-4-yl)acetamide